ClC1=NC(=C(C=C1I)C=1N=C(OC1)C)C 2-chloro-3-iodo-6-methyl-5-(2-methyl-1,3-oxazol-4-yl)pyridine